CC=1C=C2C(C=C(NC2=NC1)C1=CC=CC2=CC=CC=C12)=O 6-Methyl-2-(naphthalen-1-yl)-1,8-naphthyridin-4(1h)-one